3-azabicyclo[3.1.0]hexane, hydrochloride Cl.C12CNCC2C1